2-[2-(aminomethyl)-3,3-difluoro-allyl]-4-[3-methyl-5-(6-piperazin-1-yl-3-pyridyl)-2-pyridyl]-1,2,4-triazol-3-one NCC(CN1N=CN(C1=O)C1=NC=C(C=C1C)C=1C=NC(=CC1)N1CCNCC1)=C(F)F